N-(4-(3-((2-(Dimethylamino)ethyl)amino)-6-(imidazo[1,2-b]pyridazin-3-yl)-1H-pyrazolo[4,3-c]pyridin-1-yl)-3-methoxyphenyl)methanesulfonamide CN(CCNC1=NN(C2=C1C=NC(=C2)C2=CN=C1N2N=CC=C1)C1=C(C=C(C=C1)NS(=O)(=O)C)OC)C